racemic-3-butyl-8-hydroxy-2-methyl-7-(methylthio)-5-phenyl-2,3,4,5-tetrahydro-1,2,5-benzothiadiazepine 1,1-dioxide C(CCC)[C@H]1N(S(C2=C(N(C1)C1=CC=CC=C1)C=C(C(=C2)O)SC)(=O)=O)C |r|